3-Benzyl-4-(methyldiphenylsilyl)-1-(pyrrolidin-1-yl)butan-1-one C(C1=CC=CC=C1)C(CC(=O)N1CCCC1)C[Si](C1=CC=CC=C1)(C1=CC=CC=C1)C